ClC1=NC(=NC(=N1)C1=CC=CC=C1)C1=CC(=CC=C1)C1[C@H]2C3C(C[C@H]13)C2 2-chloro-4-phenyl-6-(3-((1R,2r,3S,6r)-tricyclo[3.1.1.03,6]heptane-2-yl)phenyl)-1,3,5-triazine